(S)-N-(5-chloro-6-(2H-1,2,3-triazol-2-yl)pyridin-3-yl)-2,9,9-trimethyl-8,9-dihydro-7H-cyclopenta[d]imidazo[1,2-b]pyridazine-7-carboxamide ClC=1C=C(C=NC1N1N=CC=N1)NC(=O)[C@H]1CC(C=2C=3N(N=CC21)C=C(N3)C)(C)C